C1CC12N(CCNC2)C=O (4,7-diazaspiro[2.5]octan-4-yl)methanone